2-(4-fluorophenyl)-2,3-dihydropyridine FC1=CC=C(C=C1)C1N=CC=CC1